Cl.CNC(CNC)=O N-methyl-2-(methylamino)acetamide hydrochloride